C(C)(C)(C)OC(=O)N1[C@@H]([C@H]2[C@H]3C=C[C@@H]([C@H]2C1)C3)C(N[C@@H](C[C@H]3C(NCC3)=O)C(N)=O)=O (1r,2S,3S,6r,7S)-3-{[(1S)-1-carbamoyl-2-[(3S)-2-oxopyrrolidin-3-yl]ethyl]carbamoyl}-4-azatricyclo[5.2.1.0{2,6}]dec-8-ene-4-carboxylic acid tert-butyl ester